(S)-6-fluoro-5-(1-(2-fluorophenyl)ethyl)-3-(((6-fluoropyridin-2-yl)methyl)amino)-4H-benzo[e][1,2,4]thiadiazine 1,1-dioxide FC=1C=CC2=C(NC(=NS2(=O)=O)NCC2=NC(=CC=C2)F)C1[C@@H](C)C1=C(C=CC=C1)F